CC=1C=C(C=CC1C)C=1C=CC(=NC1)C(=O)N[C@@H]1CS(C=C1)(=O)=O (S)-5-(3,4-dimethylphenyl)-N-(1,1-dioxido-2,3-dihydrothiophen-3-yl)picolinamide